BrC1=NC=CC(=C1)N1C[C@@H](CC1)O[Si](C)(C)C(C)(C)C (R)-2-bromo-4-(3-(tert-butyldimethylsilyloxy)pyrrolidin-1-yl)pyridine